C(C)(C)(C)OC(=O)NCC(C(=O)O)C1=CC=C(C=C1)C#N 3-[(tert-butoxycarbonyl)amino]-2-(4-cyanophenyl)propionic acid